FC=1C(NC=NC1C(CF)(F)F)=O 5-fluoro-6-(1,1,2-trifluoroethyl)pyrimidin-4(3H)-one